2-chloro-3-methyl-1,4-phenylenediamine ClC1=C(C=CC(=C1C)N)N